C1(CC1)S(=O)(=O)NC1=NC=CC(=N1)C(C(=O)NC1=CC=C(C=C1)C=1C=NC=C(C1)C(F)(F)F)CC 2-(2-(Cyclopropanesulfonamido)pyrimidin-4-yl)-N-(4-(5-(trifluoromethyl)pyridin-3-yl)phenyl)butanamide